(3R,5R)-5-fluoropiperidin F[C@@H]1CCCNC1